CC=1C=CC2=C(NC(N2)=O)C1 6-methyl-1,3-dihydro-2H-benzo[d]imidazol-2-one